(3R,4S)-3-cyclopropyl-1-[6-[3-fluoro-1-(oxetan-3-yl)pyrazol-4-yl]pyrrolo[1,2-b]pyridazin-4-yl]-4-methyl-2-oxopyrrolidine-3-carbonitrile C1(CC1)[C@]1(C(N(C[C@H]1C)C=1C=2N(N=CC1)C=C(C2)C=2C(=NN(C2)C2COC2)F)=O)C#N